CN1SC2=C(C(C3=C1C=CC=C3)=O)C=CC(=C2)SC 6-Methyl-3-(methylthio)dibenzo[c,f][1,2]thiazepin-11(6H)-one